N-(3-((5-bromo-2-((2-ethyl-4-(4-methylpiperazin-1-yl)phenyl)amino)pyrimidin-4-yl)amino)propyl)-N-methyltetrahydro-2H-pyran-4-carboxamide BrC=1C(=NC(=NC1)NC1=C(C=C(C=C1)N1CCN(CC1)C)CC)NCCCN(C(=O)C1CCOCC1)C